2-Methyltetrahydrofuran-3-yl(8-amino-7-fluoro-6-(8-methyl-2,3-dihydro-1H-pyrido[2,3-b][1,4]oxazin-7-yl)isoquinolin-3-yl)carbamate CC1OCCC1N(C([O-])=O)C=1N=CC2=C(C(=C(C=C2C1)C1=C(C2=C(OCCN2)N=C1)C)F)N